(3-{6-azaspiro[2.5]oct-6-yl}-4-{4-[8-(4,4-difluoropiperidin-1-yl)cinnolin-6-yl]-1H-1,2,3-triazol-1-yl}phenyl)-2-hydroxyeth-ane-1-sulfonamide C1CC12CCN(CC2)C=2C=C(C=CC2N2N=NC(=C2)C=2C=C1C=CN=NC1=C(C2)N2CCC(CC2)(F)F)C(CO)S(=O)(=O)N